Cl.Cl.ClC=1C=C(C=NC1N1CCNCC1)COC=1C=C(C=CC1)CN [3-[(5-chloro-6-piperazin-1-yl-3-pyridyl)methoxy]phenyl]methanamine dihydrochloride